FC(CN1CCC(CC1)(F)C1=NC2=CC=C(C=C2C(N1)=O)C=1C=C(C=2N(C1)C=C(N2)C)F)F 2-(1-(2,2-difluoroethyl)-4-fluoropiperidine-4-yl)-6-(8-fluoro-2-methylimidazo[1,2-a]pyridine-6-yl)quinazoline-4(3H)-one